C(O)(=O)C#N Cyanocarbonic acid